1,4-di(methylene)benzene C=C1C=CC(C=C1)=C